(Z)-1-(8-Nitroquinolin-6-yl)ethan-1-one oxime [N+](=O)([O-])C=1C=C(C=C2C=CC=NC12)\C(\C)=N/O